COC(=O)C1CCC(CC1)N.ClC1=CC2=C(C3=CC=CC=C3C(=C2C=C1)OC(CC(=O)OCC)C)OC(CC(=O)OCC)C 2-chloro-9,10-bis(ethoxycarbonylpropyleneoxy)anthracene methyl-(1s,4s)-4-aminocyclohexane-1-carboxylate